(S)-ethyl 3-(1-ethoxyethyl)-5-fluorobenzoate C(C)O[C@@H](C)C=1C=C(C(=O)OCC)C=C(C1)F